NC=1C(=C(C(=NC1C(=O)N)C1=NC=CC=C1)C)C1=C2C=NNC2=CC=C1 5-amino-4-(1H-indazol-4-yl)-3-methyl-[2,2'-bipyridine]-6-carboxamide